FC(OC=1C=NC(=NC1)N[C@@H]1C[C@H](CC1)NC1=NC=C(C2=CC=CC=C12)N1C(C=CC=C1)=O)F 1-(1-(((1S,3S)-3-((5-(difluoromethoxy)pyrimidin-2-yl)-amino)cyclopentyl)amino)isoquinolin-4-yl)pyridin-2(1H)one